[Pd].[Ga].[Ti] titanium gallium palladium